NC(CC)C(=O)[O-] 1-aminopropane-1-carboxylate